CN(S(=O)(=O)CCN1CC2(CC1)CCN(CC2)C=2C1=C(N=C(N2)C=2C(=NNC2)C)C=NC=C1)C N,N-dimethyl-2-(8-(2-(3-methyl-1H-pyrazol-4-yl)pyrido[3,4-d]pyrimidin-4-yl)-2,8-diazaspiro[4.5]decan-2-yl)ethane-1-sulfonamide